2-(2-isopropylphenyl)-7-methyl-9-(4-(1-methyl-4-(trifluoromethyl)-1H-imidazol-2-yl)benzyl)-7,9-dihydro-8H-purin-8-one C(C)(C)C1=C(C=CC=C1)C1=NC=C2N(C(N(C2=N1)CC1=CC=C(C=C1)C=1N(C=C(N1)C(F)(F)F)C)=O)C